(2-chlorothieno[3,2-d]pyrimidin-6-yl)methyl acetate C(C)(=O)OCC1=CC=2N=C(N=CC2S1)Cl